C1(=CC=CC=C1)C1=NC(=NC(=N1)C1=CC=CC=C1)C1=CC(=CC2=C1SC1=C2C=CC=C1)N1C2=CC=CC=C2C=2C=CC(=CC12)C1=CC=CC=C1 9-[4-(4,6-diphenyl-1,3,5-triazine-2-yl)-2-dibenzothiophenyl]-2-phenyl-9H-carbazole